Tert-butyl 2-((4,4-dimethylpiperidin-1-yl)methyl)-6-((5-(pyrrolidin-1-yl)nicotinamido)methyl)-1H-indole-1-carboxylate CC1(CCN(CC1)CC=1N(C2=CC(=CC=C2C1)CNC(C1=CN=CC(=C1)N1CCCC1)=O)C(=O)OC(C)(C)C)C